BrC=1C=NC(=CC1)C(C)=O 3-bromo-6-acetylpyridine